(+/-)-N7-Methyl-3-phenyl-N5-(pyridazin-3-yl)-2,3-dihydrobenzofuran-5,7-dicarboxamid CNC(=O)C1=CC(=CC=2[C@H](COC21)C2=CC=CC=C2)C(=O)NC=2N=NC=CC2 |r|